BrCCS(=O)(=O)C (2-bromoethyl)methylsulfone